allyl-ortho-cresol C(C=C)C1=C(C(=CC=C1)O)C